(E)-N-(4-(1-(4-(4-(4-((2-(2,6-dioxopiperidin-3-yl)-1,3-diOxoisoindoline-4-yl)amino)butyryl)piperazin-1-yl)benzoyl)piperidin-4-yl)butyl)-3-(pyridin-3-yl)acrylamide O=C1NC(CCC1N1C(C2=CC=CC(=C2C1=O)NCCCC(=O)N1CCN(CC1)C1=CC=C(C(=O)N2CCC(CC2)CCCCNC(\C=C\C=2C=NC=CC2)=O)C=C1)=O)=O